5,7-diphenylpyrazolo[1,5-a]pyrimidine-2-carboxamide C1(=CC=CC=C1)C1=NC=2N(C(=C1)C1=CC=CC=C1)N=C(C2)C(=O)N